5-bromo-4-methyl-1,3-dihydroquinoxalin-2-one BrC1=C2N(CC(NC2=CC=C1)=O)C